8-((1S,2S)-2-(difluoromethyl)cyclopropyl)-6-(2,4-Dimethoxypyrimidin-5-yl)imidazo[1,2-b]pyridazine-2-carboxylic acid ethyl ester C(C)OC(=O)C=1N=C2N(N=C(C=C2[C@@H]2[C@H](C2)C(F)F)C=2C(=NC(=NC2)OC)OC)C1